C(CC)[Si](OC)(OC)CCC di-propyl-dimethoxysilane